7-bromo-5-chloro-1-isopropyl-4-oxo-1,4-dihydroquinoline-3-carboxylic acid BrC1=CC(=C2C(C(=CN(C2=C1)C(C)C)C(=O)O)=O)Cl